BrC=1N=C(C(=NC1)I)OCC1=CC=C(C=C1)OC bromo-2-iodo-3-((4-methoxybenzyl)oxy)pyrazine